(1S)-7-chloro-1-methyl-2,3-dihydro-1H-pyrrolo[3,4-c]quinolin-8-ol ClC=1C(=CC=2C3=C(C=NC2C1)CN[C@H]3C)O